4-(trimethoxysilyl)benzyltrimethylammonium chloride [Cl-].CO[Si](C1=CC=C(C[N+](C)(C)C)C=C1)(OC)OC